tert-butyl (2-(2-ethyl-4-(4,4,5,5-tetramethyl-1,3,2-dioxaborolan-2-yl)phenoxy)ethyl)carbamate C(C)C1=C(OCCNC(OC(C)(C)C)=O)C=CC(=C1)B1OC(C(O1)(C)C)(C)C